[Pb].C(C1=CC=CC=C1)N benzylamine lead